4-(pentafluoro-λ6-sulfaneyl)-N-(5-(trifluoromethyl)-1,3,4-oxadiazol-2-yl)benzamide FS(C1=CC=C(C(=O)NC=2OC(=NN2)C(F)(F)F)C=C1)(F)(F)(F)F